ClC1=CC=C(C(=N1)N1CN(C2=C1C=C(C=C2)C(N)=NO)C)SCC 3-(6-chloro-3-(ethylsulfanyl)pyridin-2-yl)-1-methyl-1H-benzimidazole-5-carboxamide oxime